C1(=CC=CC=C1)NC=1SC=C(N1)CN1CCCCC1 N2-phenyl-4-(piperidylmethyl)-1,3-thiazol-2-amine